ethyl 4-(5-(4-((3-hydroxypiperidin-1-yl)methyl)phenyl)-1-tosyl-1H-pyrrolo[2,3-b]pyridin-3-yl)benzoate OC1CN(CCC1)CC1=CC=C(C=C1)C=1C=C2C(=NC1)N(C=C2C2=CC=C(C(=O)OCC)C=C2)S(=O)(=O)C2=CC=C(C)C=C2